4-cyano-N-[4-(3-cyanophenyl)-5-(4-methyl-quinazolin-6-yl)thiazol-2-yl]-4-methyl-piperidine-1-carboxamide C(#N)C1(CCN(CC1)C(=O)NC=1SC(=C(N1)C1=CC(=CC=C1)C#N)C=1C=C2C(=NC=NC2=CC1)C)C